NC=1C(NC(N(N1)C1=CC(=C(C(=C1)Cl)OC=1C=CC(N2[C@H](CCC12)C)=O)Cl)=O)=O (S)-6-amino-2-(3,5-dichloro-4-((3-methyl-5-oxo-1,2,3,5-tetrahydroindolizin-8-yl)oxy)phenyl)-1,2,4-triazine-3,5(2H,4H)-dione